tert-butyl (2S,6S)-4-(4-carbamoyl-3-((7-fluoro-2-methyl-2H-indazol-5-yl)amino)-1-(tetrahydro-2H-pyran-2-yl)-1H-pyrazolo[3,4-b]pyridin-6-yl)-2,6-dimethylpiperazine-1-carboxylate C(N)(=O)C1=C2C(=NC(=C1)N1C[C@@H](N([C@H](C1)C)C(=O)OC(C)(C)C)C)N(N=C2NC2=CC1=CN(N=C1C(=C2)F)C)C2OCCCC2